P(=O)(=O)[Ta] phosphotantalum